(L)-fucose O=C[C@@H](O)[C@H](O)[C@H](O)[C@@H](O)C